FC1=C(C=CC(=C1)F)C(CN1N=CN=C1)(CN1N=NN=C1)O 2-(2,4-difluorophenyl)-1-(1H-1,2,4-triazole-1-yl)-3-(1H-1,2,3,4-tetrazol-1-yl)-2-propanol